O1CCN(CC1)C=1C2=C(N=C(N1)N/N=C/C=1C=C(C=CC1)C)SC(=C2)C=2C=NNC2 4-morpholino-N-[(E)-m-tolylmethyleneamino]-6-(1H-pyrazol-4-yl)thieno[2,3-d]pyrimidin-2-amine